Cl.NCCCC=C(C(=O)N)C aminopropyl-methacrylamide hydrochloride